C(C)OC1=CC=C(C=C1)C=1C=C2CC(C(C2=CC1)NC(O[C@@H]1CN2CCC1CC2)=O)(CC)CC (S)-quinuclidin-3-yl (5-(4-ethoxyphenyl)-2,2-diethyl-2,3-dihydro-1H-inden-1-yl)carbamate